(4R,5R)-5-((R)-5H-Imidazo[5,1-a]isoindol-5-yl)-1-methyl-4,5,6,7-tetrahydro-1H-indazol-4-ol C=1N=CN2C1C1=CC=CC=C1[C@H]2[C@@H]2[C@H](C=1C=NN(C1CC2)C)O